COC=1C=C(C=CC1C(=O)OC)B(O)O 3-METHOXY-4-METHOXYCARBONYLPHENYLBORONIC ACID